4-Chloro-5-(4-(difluoromethoxy)-6-(((R*)-4,4,4-trifluorobutan-2-yl)amino)pyridin-3-yl)-1-ethyl-N-(((1s,4S)-1-hydroxy-4-(methylsulfonyl)cyclohexyl)methyl)-1H-pyrazole-3-carboxamide ClC=1C(=NN(C1C=1C=NC(=CC1OC(F)F)N[C@H](C)CC(F)(F)F)CC)C(=O)NCC1(CCC(CC1)S(=O)(=O)C)O |o1:17|